1-[5-(5-chloro-2-methoxypyridin-4-yl)-1H-pyrazole-3-carbonyl]-N-(pyrrolidin-3-yl)piperidine-4-carboxamide ClC=1C(=CC(=NC1)OC)C1=CC(=NN1)C(=O)N1CCC(CC1)C(=O)NC1CNCC1